ethyl-isopropyl-phosphinic acid C(C)P(O)(=O)C(C)C